C(C)(=O)OCC(C#N)N amino-2-cyanoethyl acetate